C(C=C)(=O)OC(CCC)O Butandiol monoacrylate